6-(4-chlorobenzyl)-9-isopropyl-2-(pyridazin-3-yl)-2,6,9-triazaspiro[4.5]decane-7,10-dione ClC1=CC=C(CN2C3(CCN(C3)C=3N=NC=CC3)C(N(CC2=O)C(C)C)=O)C=C1